(5-(1-(2-amino-2-oxoethyl)piperidin-4-yl)-2-(7,8-dimethyl-[1,2,4]triazolo[1,5-a]pyridin-6-yl)-3-isopropyl-1H-indol-1-yl)phosphonic acid bis(2-(trimethylsilyl) ethyl) ester C[Si](CCOP(OCC[Si](C)(C)C)(=O)N1C(=C(C2=CC(=CC=C12)C1CCN(CC1)CC(=O)N)C(C)C)C=1C(=C(C=2N(C1)N=CN2)C)C)(C)C